C(C1=CC=CC=C1)N1C[C@@H](CCC1)NC(=O)C1(CC1)C (R)-N-(1-benzylpiperidin-3-yl)-1-methylcyclopropane-1-carboxamide